2-Phenyl-4-(2-naphthyl)imidazole C1(=CC=CC=C1)C=1NC=C(N1)C1=CC2=CC=CC=C2C=C1